NC=1C=C(C=CC1OCOCCOC)N1C(C2=CN=C(C=C2CC1)C1=CC=C(C=C1)C(C)(C)C)=O 2-(3-amino-4-((2-methoxyethoxy)methoxy)phenyl)-6-(4-(tert-butyl)phenyl)-3,4-dihydro-2,7-naphthyridin-1(2H)-one